2-[4-[4-(azetidin-3-yloxy)phenoxy]-3-bromo-phenyl]propan-2-ol N1CC(C1)OC1=CC=C(OC2=C(C=C(C=C2)C(C)(C)O)Br)C=C1